C(#N)C1=C(C=C2C(=NN(C2=C1)COCC[Si](C)(C)C)C1=CC(=C2CCN(CC2=C1)C)C)C1=C(C=C2CCN(CC2=C1F)C(=O)OC(C)(C)C)F t-butyl 7-(6-cyano-3-(2,5-dimethyl-1,2,3,4-tetrahydroisoquinolin-7-yl)-1-((2-(trimethylsilyl) ethoxy) methyl)-1H-indazol-5-yl)-6,8-difluoro-3,4-dihydroisoquinoline-2(1H)-carboxylate